(2r,5r)-2-(2-(4-bromophenyl)-4-(4-fluorophenyl)oxazol-5-yl)-5-methyl-3-(2-(2-oxoindol-6-yl)ethyl)oxazolid BrC1=CC=C(C=C1)C=1OC(=C(N1)C1=CC=C(C=C1)F)[C-]1OC(=CN1CCC=1C=CC2=CC(N=C2C1)=O)C